CC1=C(C(=CC(=C1)C(F)(F)F)C)NC1=NC=CC2=C1N=CN2 N-(2,6-Dimethyl-4-(trifluoromethyl)phenyl)-1H-imidazo[4,5-c]pyridine-4-amine